C(#N)C1=CN=C(C2=CC(=C(C=C12)C(=O)N)OC(C)C)OC[C@H]1NC(CC1)=O 4-cyano-1-{[(2S)-5-oxopyrrolidin-2-yl]methoxy}-7-(propan-2-yloxy)isoquinoline-6-carboxamide